C(CCCC(=O)O)(=O)OC([C@@H](N)CC1=CNC2=CC=C(C=C12)O)=O 5-HYDROXYTRYPTOPHANE-Glutaric Anhydride